(S)-8-bromo-5-methyl-2-phenyl-1,2,3,3a-tetrahydroimidazo[1,5-a]quinoxalin-4(5H)-one BrC1=CC=C2N(C([C@H]3N(C2=C1)CN(C3)C3=CC=CC=C3)=O)C